C(C)(C)C1=CC=C(C=C1)CC(=O)NN (4-isopropylphenyl)acethydrazide